(S)-1-(prop-2-yn-1-yl)pyrrolidine C(C#C)N1CCCC1